methyl 3-amino-4-methoxybenzoate NC=1C=C(C(=O)OC)C=CC1OC